(2R)-6-[2-(cycloocta-2-yn-1-yloxy)acetamido]-2-{[(9H-fluoren-9-ylmethoxy)carbonyl]amino}hexanoic acid C1(C#CCCCCC1)OCC(=O)NCCCC[C@H](C(=O)O)NC(=O)OCC1C2=CC=CC=C2C=2C=CC=CC12